FC1=C(C=CC=C1)C1=C(C(=CN1S(=O)(=O)C=1C=NC(=CC1)OC)CNC)OC 1-(5-(2-fluorophenyl)-4-methoxy-1-((6-methoxypyridin-3-yl)sulfonyl)-1H-pyrrol-3-yl)-N-methylmethaneamine